S1C2=C(C=C1)C=C(C=C2)CC(C)NC 1-(benzo[b]thiophen-5-yl)-N-methylpropan-2-amine